CCCCCCCC/C=C/CCCCCCCC(=O)OC[C@H](COP(=O)(O)OC[C@H](CO)O)OC(=O)CCCCCCC/C=C/CCCCCCCC The molecule is a 1,2-diacyl-sn-glycero-3-phospho-(1'-sn-glycerol) in which both acyl groups are specified as (9E)-octadecenoyl. It has a role as a mouse metabolite. It derives from an elaidic acid.